C1(=CC=CC=C1)NS(O)(=O)=O N-phenyl-sulfamic acid